NC=1CC(=CC2=C(N1)C=CC=C2)C(=O)N(CCC)OCCNC(OCCOCCOCCOCCOCCOCCOCCOCCOCCOCCOCCNC(CN2C(C=CC2=O)=O)=O)=O 1-(2,5-dioxo-2,5-dihydro-1H-pyrrol-1-yl)-2-oxo-6,9,12,15,18,21,24,27,30,33-decaoxa-3-azapentatriacontan-35-yl (2-((2-amino-N-propyl-3H-benzo[b]azepine-4-carboxamido)oxy)ethyl)carbamate